N-((7R)-2-Cyano-2-azabicyclo[2.2.1]heptan-7-yl)-5-(3-(phenylamino)pyridin-4-yl)-1H-pyrazol-3-carboxamid C(#N)N1C2CCC(C1)[C@H]2NC(=O)C2=NNC(=C2)C2=C(C=NC=C2)NC2=CC=CC=C2